FC1=C(C=CC(=C1)I)NC1N(C(C2=CN(C(C(=C2C1)C)=O)C)=O)OCCO ((2-fluoro-4-iodophenyl)amino)-2-(2-hydroxyethoxy)-5,7-dimethyl-3,4-dihydro-2,7-naphthyridine-1,6(2H,7H)-dione